C(C)C1=C(N=NN1)C(=O)O ethyl-triazole-carboxylic acid